N1(CCN(CC1)CCN(CCC(C(=O)[O-])(CCCCCC)CCCC)CCC(C(=O)[O-])(CCCCCC)CCCC)CCN(CCC(C(=O)[O-])(CCCCCC)CCCC)CCC(C(=O)[O-])(CCCCCC)CCCC ((piperazine-1,4-diylbis(ethane-2,1-diyl))bis(azanetriyl))tetrakis(ethane-2,1-diyl)tetrakis(2-butyloctanoate)